4-iodo-N,N,3-trimethylpyridin-2-amine IC1=C(C(=NC=C1)N(C)C)C